C(C)OC(=O)C=1CC2=C(N=CN=C2NN)N1 4-hydrazino-pyrrolo[2,3-d]Pyrimidine-6-carboxylic acid ethyl ester